CN1N=CC(=C1)C1=CN=C2C[C@@H](CNC2=C1)[C@@H](C1=CC=CC=C1)NCCC=1C=C(C=CC1)CC(=O)O |o1:11| 2-(3-(2-(((S)-((S or R)-7-(1-methyl-1H-pyrazol-4-yl)-1,2,3,4-tetrahydro-1,5-naphthyridin-3-yl)(phenyl)methyl)amino)ethyl)phenyl)acetic acid